O=C(C(=O)OCC)CCC Ethyl ketopentanoate